CC=1C2=C(N=C(N1)C)N=C(C2)C(=O)N dimethylpyrrolo[2,3-d]pyrimidine-6-carboxamide